propyl α-cyanoacrylate C(#N)C(C(=O)OCCC)=C